potassium 1,2-propanedisulfonate C(C(C)S(=O)(=O)[O-])S(=O)(=O)[O-].[K+].[K+]